C12C=CCC(CCC1)N2 9-azabicyclo[3.3.1]non-2-ene